(Z)-5-(2-methoxybenzylidene)imidazolidine-2,4-dione COC1=C(\C=C/2\C(NC(N2)=O)=O)C=CC=C1